fluoro-5-methoxy-2,6-dimethylaniline FNC1=C(C=CC(=C1C)OC)C